5-Bromo-1,3-benzodioxol-4-carboxylic acid BrC1=C(C2=C(OCO2)C=C1)C(=O)O